C(CC)C1=C(C=CC)C=CC=C1 ortho-n-propyl-(methyl)styrene